C(C1=CC=CC=C1)N1CC2(CC2C1)C(=O)OCC ethyl 3-benzyl-3-azabicyclo[3.1.0]hexane-1-carboxylate